C(#N)CCNC(=O)N1CC2(CC2)[C@@H]([C@@H]1CC=1C(=C(C=CC1)C1=CC=CC=C1)F)NS(=O)(=O)C (6S,7S)-N-(2-cyanoethyl)-6-((2-fluoro-[1,1'-biphenyl]-3-yl)methyl)-7-(methylsulfonamido)-5-azaspiro[2.4]heptane-5-carboxamide